[5-(3-chloro-2-piperazin-1-yl-6-quinolyl)-2-methoxy-phenyl]methanamine ClC=1C(=NC2=CC=C(C=C2C1)C=1C=CC(=C(C1)CN)OC)N1CCNCC1